P(=O)([O-])([O-])[O-].[Ba+2].[Ba+2].[Ba+2].P(=O)([O-])([O-])[O-] tribarium phosphate